FC1=C2C(=CN=C1C1CCC(CC1)N(CC#N)C1COC1)NC(=C2C(C)C)C=2C=C(C=1N(C2)N=CN1)OC 2-((4-(4-fluoro-3-isopropyl-2-(8-methoxy-[1,2,4]triazolo[1,5-a]pyridin-6-yl)-1H-pyrrolo[2,3-c]pyridin-5-yl)cyclohexyl)(oxetan-3-yl)amino)acetonitrile